O[C@H]1C2(C[C@H]1[C@@H]1N3C(C4=CC=CC=C14)=CN=C3)C[C@H]3CC[C@@H](C2)N3C(=O)OC(C)(C)C tert-butyl (1R,2'R,3r,3'S,5S)-2'-hydroxy-3'-((S)-5H-imidazo[5,1-a]isoindol-5-yl)-8-azaspiro[bicyclo[3.2.1]octane-3,1'-cyclobutane]-8-carboxylate